NC(CC)N1CCN(CC1)CCC(C)N 1-aminopropyl-4-(3-aminobutyl)-piperazine